4-Bromo-1-trityl-1H-imidazole BrC=1N=CN(C1)C(C1=CC=CC=C1)(C1=CC=CC=C1)C1=CC=CC=C1